[I-].C(C)[N+]1=C(C(C2=CC(=CC=C12)OC)(C)C)\C=C\C1=C(/C(/CCC1)=C/C=C\1/N(C2=CC=C(C=C2C1(C)C)OC)CC)N1CCNCC1 1-ethyl-2-((E)-2-((E)-3-((E)-2-(1-ethyl-5-methoxy-3,3-dimethylindolin-2-ylidene)ethylidene)-2-(piperazin-1-yl)cyclohex-1-en-1-yl)vinyl)-5-methoxy-3,3-dimethyl-3H-indol-1-ium iodide